FC1=C(C=C(C=C1)C(F)(F)F)SC(C#N)=C1SCCN1C1=C(C=CC=C1)OC 2-(2-fluoro-5-(trifluoromethyl)phenylthio)-2-(3-(2-methoxyphenyl)thiazolidin-2-ylidene)acetonitrile